5,10,15,20-tetrakis(4-(thien-2-yl)phenyl)porphyrin S1C(=CC=C1)C1=CC=C(C=C1)C=1C2=CC=C(N2)C(=C2C=CC(C(=C3C=CC(=C(C=4C=CC1N4)C4=CC=C(C=C4)C=4SC=CC4)N3)C3=CC=C(C=C3)C=3SC=CC3)=N2)C2=CC=C(C=C2)C=2SC=CC2